((1s,3s)-3-Hydroxy-3-methylcyclobutyl)(7-(6-(1-(trifluoromethyl)cyclopropyl)pyridin-2-yl)-2-azaspiro[3.5]nonan-2-yl)methanone OC1(CC(C1)C(=O)N1CC2(C1)CCC(CC2)C2=NC(=CC=C2)C2(CC2)C(F)(F)F)C